N-(1-ethynyl-cyclopropyl)benzamide tert-Butyl-(R)-(3-(trifluoromethyl)-5,6,7,8-tetrahydro-1,6-naphthyridin-8-yl)carbamate C(C)(C)(C)N(C(O)=O)[C@@H]1CNCC=2C=C(C=NC12)C(F)(F)F.C(#C)C1(CC1)NC(C1=CC=CC=C1)=O